(R/S)-2-(3-(4-(difluoromethoxy)phenyl)-2,5-dihydro-1H-pyrrol-1-yl)-4-((1-(hydroxymethyl)cyclobutyl)amino)-6,7-dihydrothieno[3,2-d]pyrimidine 5-oxide FC(OC1=CC=C(C=C1)C=1CN(CC1)C=1N=C(C2=C(N1)CC[S@]2=O)NC2(CCC2)CO)F |r|